COC=1C=C(C=CC1OC)CCNC(CC1=CC(=C(C(=C1)OC)OC)OC)=O N-(3,4-dimethoxyphenylethyl)-2-(3,4,5-trimethoxyphenyl)acetamide